C1(=CC=CC=C1)C=1C(=C(C(=C(C1)C1=CC=CC=C1)C1=NN=NC(=C1C1=CC=CC=C1)C1=CC=CC=C1)C1=CC=CC=2SC3=C(C21)C=CC=C3)C3=CC=CC=C3 diphenyldibenzothiophenyl-(diphenyltriazinyl)biphenyl